nitrosoperoxide N(=O)OON=O